C(C1=CC=CC=C1)(=O)N1CCC(CC1)C(=O)C1=C(C=C(C(=C1)C)C)O (1-benzoylpiperidin-4-yl)(2-hydroxy-4,5-dimethylphenyl)methanone